CN(C(=O)[C@H]1C[C@H](CN1C(=O)OCC1=CC=C(C=C1)[N+](=O)[O-])SC1=C(N2C([C@@H]([C@H]2S1)[C@@H](C)O)=O)C(=O)OCC=C)C Allyl (5R,6S)-3-(((3R,5R)-5-(dimethylcarbamoyl)-1-(((4-nitrobenzyl)oxy)carbonyl)pyrrolidin-3-yl)thio)-6-((R)-1-hydroxyethyl)-7-oxo-4-thia-1-azabicyclo[3.2.0]hept-2-ene-2-carboxylate